N-ethyl-2-[(3-ethynyl-8-methyl-6-quinolyl)oxy]-2-methyl-sulfanyl-acetamide C(C)NC(C(C)(OC=1C=C2C=C(C=NC2=C(C1)C)C#C)S)=O